(4-fluorophenyl)-N-(4-methyl-3-((3-methyl-4-oxo-3,4-dihydroquinazolin-6-yl)oxy)phenyl)-5-(methylsulfonyl)-1H-pyrazole-3-carboxamide FC1=CC=C(C=C1)N1N=C(C=C1S(=O)(=O)C)C(=O)NC1=CC(=C(C=C1)C)OC=1C=C2C(N(C=NC2=CC1)C)=O